C(C)O[Si](CCCNC(NCN(C(=O)N(COCC)CNC(NCCC[Si](OCC)(OCC)OCC)=O)COCC)=O)(OCC)OCC 1,3-bis-(7-triethoxysilyl-2,4-diaza-3-oxo-heptyl)-1,3-diethoxymethyl-urea